C(C)OC(=O)C1=C(C2=C(CCC3=CNN=C23)O1)C 8-methyl-4,5-dihydro-2H-furo[2,3-g]indazole-7-carboxylic acid ethyl ester